1,2-dimethylcyclopentane CC1C(CCC1)C